CC1=C(OCCC(=O)N2CC(CC2)(O)CCNC(=O)C2=NSN=C2O)C=CC(=C1)C N-(2-{1-[3-(2,4-dimethylphenoxy)propanoyl]-3-hydroxypyrrolidin-3-yl}ethyl)-4-hydroxy-1,2,5-thiadiazole-3-carboxamide